N1CN=CC=C1C(=O)N 1H-pyrimidine-6-carboxamide